N[C@H](C(=O)N[C@H](C(=O)OC)C[C@H]1C(NC2(CC2)C1)=O)CC(C)(C)C (S)-methyl 2-((S)-2-amino-4,4-dimethylpentanamido)-3-((R)-5-oxo-4-azaspiro[2.4]heptan-6-yl)propanoate